1-((2-(trimethylsilyl)ethoxy)methyl)-1H-naphtho[1,2-d]imidazole C[Si](CCOCN1C=NC2=C1C1=CC=CC=C1C=C2)(C)C